2-sulfoanthraquinone S(=O)(=O)(O)C1=CC=2C(C3=CC=CC=C3C(C2C=C1)=O)=O